Benzyl (3R)-3-methanesulfonylpyrrolidine-1-carboxylate CS(=O)(=O)[C@H]1CN(CC1)C(=O)OCC1=CC=CC=C1